N-Hydroxy-2-(2-(3-hydroxy-2,4-dimethoxyphenyl)-acetamido)acetamide ONC(CNC(CC1=C(C(=C(C=C1)OC)O)OC)=O)=O